6-bromo-8-chloro-N-(2,2-difluoroacetyl)imidazo[1,5-a]pyridine-3-carbohydrazide BrC=1C=C(C=2N(C1)C(=NC2)C(=O)N(N)C(C(F)F)=O)Cl